1-[(3-Fluorophenyl)methyl]-N-(6S)-2-cyclopropyl-4-methyl-5-oxo-7,8-dihydro-6H-pyrazolo[1,5-a][1,3]diazepin-6-yl-1,2,4-triazol-3-carboxamid FC=1C=C(C=CC1)CN1CC=C2N1CC[C@H](C(N2C)=O)C2=NC(=NN2)C(=O)NC2CC2